NCC(NCC(N[C@H](C(NCC(NCOCC(C(=O)OCC1=CC=CC=C1)(C)F)=O)=O)CC1=CC=CC=C1)=O)=O benzyl (7S)-1-amino-7-benzyl-16-fluoro-16-methyl-2,5,8,11-tetraoxo-14-oxa-3,6,9,12-tetraazaheptadecan-17-oate